4-amino-6-((1-ethyl-1H-pyrazol-5-yl)ethynyl)-N-(4-(methoxymethyl)phenyl)-7-(1-methylcyclopropyl)-7H-pyrrolo[2,3-d]pyrimidine-5-carboxamide NC=1C2=C(N=CN1)N(C(=C2C(=O)NC2=CC=C(C=C2)COC)C#CC2=CC=NN2CC)C2(CC2)C